COC1=CC=C(COC2=CC=C(CSC3=NC=C4NC=NC4=N3)C=C2)C=C1 (4-(4-methoxybenzyloxy)benzylthio)purine